methyl hydrazinothiohydrazinothiohydrazinoformate hydroiodide I.N(N)SNNSNNC(=O)OC